5-((5-methyl-4-(phenylamino)pyrimidin-2-yl)amino)-7-(trifluoromethyl)benzo[c][1,2]oxaborole-1(3H)-ol CC=1C(=NC(=NC1)NC1=CC2=C(B(OC2)O)C(=C1)C(F)(F)F)NC1=CC=CC=C1